3-acetyl-4,8-dimethyl-1,7-naphthyridin-2(1H)-one C(C)(=O)C=1C(NC2=C(N=CC=C2C1C)C)=O